COC=1C2=C(N=C(N1)NC1CCC(CC1)N1C(CCC1)=O)NC=C2C=2C=CC1=C(N(N=N1)C)C2 1-((1s,4s)-4-((4-methoxy-5-(1-methyl-1H-benzo[d][1,2,3]triazol-6-yl)-7H-pyrrolo[2,3-d]pyrimidin-2-yl)amino)cyclohexyl)pyrrolidin-2-one